ClC1=NC=CC(=N1)C=1N=C(SC1C)N (2-chloropyrimidin-4-yl)-5-methylthiazol-2-amine